trans-1-(4-methylphenyl)-1,3-butadiene CC1=CC=C(C=C1)\C=C\C=C